BrCCCCCC(=O)OC1=C(C(=C(C(=C1F)F)F)F)F perfluorophenyl 6-bromohexanoate